C(C)N(C(OC(C(=C(C1=CC=C(C=C1)Cl)C1=CC=C(C=C1)Cl)C1=CC=CC=C1)=C1SCCCS1)=O)CC 3,3-Bis(4-chlorophenyl)-1-(1,3-dithian-2-ylidene)-2-PHENYLALLYL DIETHYLCARBAMATE